C(C)OC(=O)[C@H]1[C@H](C1)C1=C(N(C=2C=C3C=NN(C3=CC21)C(=O)OCCCC)C2=CC(=C(C=C2)F)C)C(C)C butyl 7-[(1S,2R)-2-ethoxycarbonylcyclopropyl]-5-(4-fluoro-3-methyl-phenyl)-6-isopropyl-pyrrolo[2,3-f]indazole-1-carboxylate